2-(2-fluorophenyl)-1-tosyl-1H-pyrrole FC1=C(C=CC=C1)C=1N(C=CC1)S(=O)(=O)C1=CC=C(C)C=C1